C(C)(C)(C)OC(=O)N1CC2(C1)CC(C2)NC 6-(methylamino)-2-azaspiro[3.3]heptane-2-carboxylic acid tert-butyl ester